2,7-dioctylbenzo[b]benzo[4,5]thieno[2,3-d]thiophene C(CCCCCCC)C=1C=CC2=C(SC3=C2SC2=C3C=CC(=C2)CCCCCCCC)C1